3,3',3'',3'''-((([1,1'-biphenyl]-3,3',5,5'-tetrayltetrakis(methylene))tetrakis(azanediyl))tetrakis(methylene))tetraphenol C1(=CC(=CC(=C1)CNCC=1C=C(C=CC1)O)CNCC=1C=C(C=CC1)O)C1=CC(=CC(=C1)CNCC=1C=C(C=CC1)O)CNCC=1C=C(C=CC1)O